benzyl (S)-3-methyl-2-((S)-1-oxo-2,7-diazaspiro[4.4]nonan-2-yl)butanoate CC([C@@H](C(=O)OCC1=CC=CC=C1)N1C([C@@]2(CC1)CNCC2)=O)C